C(=O)O.C(C(C)C)[C@H]1C[C@@H]2[C@H]([C@H](NC2)C(=O)N[C@@H]2CC/C=C/CS[C@@H]3[C@@H]([C@H]([C@H]([C@@H]2O3)O)O)O)OCC1 (4S,5aS,8S,8aR)-4-isobutyl-N-((1R,8R,9R,10R,11S,12R,E)-10,11,12-trihydroxy-13-oxa-2-thiabicyclo[7.3.1]tridec-4-en-8-yl)octahydro-2H-oxepino[2,3-c]pyrrole-8-carboxamide formate salt